tri-n-pentyl-(2-ethoxyethoxy)silane C(CCCC)[Si](OCCOCC)(CCCCC)CCCCC